3-(2-methoxymethoxy-5-trifluoromethyl-phenyl)-3-phenyl-acrylic acid methyl ester COC(C=C(C1=CC=CC=C1)C1=C(C=CC(=C1)C(F)(F)F)OCOC)=O